NCC=1C=C(C=C(C1)F)NC1=CC=C(C=C1)N(C)C N1-(3-(aminomethyl)-5-fluorophenyl)-N4,N4-Dimethylbenzene-1,4-diamine